aluminum potassium silicate hydrate O.[Si]([O-])([O-])([O-])[O-].[K+].[Al+3]